ClC1=CC(=C(C=C1)C1=CC(=NO1)C(=O)OCC)F ethyl 5-(4-chloro-2-fluoro-phenyl)-isoxazole-3-carboxylate